C(C)O[Si]1(N(CCC1)CCCCCCCCCC)OCC 2,2-diethoxy-1-n-decyl-1-aza-2-silacyclopentane